BrC1=C(C(=C(C=C1)Cl)F)[N+](=O)[O-] 1-bromo-4-chloro-3-fluoro-2-nitrobenzene